[Cl-].[Cl-].CC1C(=C(C2=CC=CC=C12)C)C1=C(C(=C(C1(C)[Zr+2])C)C)C [(1,3-dimethylindenyl)(tetramethyl-cyclopentadienyl)]Zirconium Dichloride